trans-N-[8-chloro-6-[4-methyl-2-(pyrrolidin-1-yl)pyridin-3-yl]Isoquinolin-3-yl]-2-(1-methyl-1H-pyrazol-4-yl)cyclopropane-1-carboxamide ClC=1C=C(C=C2C=C(N=CC12)NC(=O)[C@H]1[C@@H](C1)C=1C=NN(C1)C)C=1C(=NC=CC1C)N1CCCC1